(R)-3-hydroxy-1-methyl-3-(3-(6-(2-(methylthio)pyrimidin-4-yl)pyridin-2-yl)isoxazol-5-yl)pyrrolidin-2-one-4,5-d O[C@@]1(C(N(C(C1[2H])[2H])C)=O)C1=CC(=NO1)C1=NC(=CC=C1)C1=NC(=NC=C1)SC